8-chloro-6-(piperazin-1-yl)isoquinolin-1(2H)-one ClC=1C=C(C=C2C=CNC(C12)=O)N1CCNCC1